ClC1=NC=2N(C(=C1)N(C(OC(C)(C)C)=O)CC=1N=C3N(C(=CC=C3)OC)C1)N=CC2C2CC2 tert-butyl (5-chloro-3-cyclopropylpyrazolo[1,5-a]pyrimidin-7-yl)((5-methoxyimidazo[1,2-a]pyridin-2-yl)methyl)carbamate